C(C)(=O)NC1=NC=CC(=C1)C1=C(N=C(N1)SC)C=1C=CC(=C(C1)NC(C1=CC(=CC(=C1)F)F)=O)F N-(5-(5-(2-acetamidopyridin-4-yl)-2-(methylthio)-1H-imidazol-4-yl)-2-fluorophenyl)-3,5-difluorobenzamide